3-[tert-butyl(dimethyl)silyl]oxycyclobutanol [Si](C)(C)(C(C)(C)C)OC1CC(C1)O